Cl.Cl.ClC1=CC=C(N=N1)N[C@@H]1CC[C@H]2CNC[C@H]21 |o1:10,13,17| rel-(3aS,4R,6aR)-N-(6-chloro-3-pyridazinyl)octahydrocyclopenta[c]pyrrol-4-amine dihydrochloride